C(C)(C)C1=NC=CC(=C1N1C(N=C(C2=C1N=C(C(=C2)C#N)C2=C(C(=CC=C2)C)OC)N2[C@H](CNCC2)C)=O)C (S)-1-(2-isopropyl-4-methylpyridin-3-yl)-7-(2-methoxy-3-methylphenyl)-4-(2-methylpiperazin-1-yl)-2-oxo-1,2-dihydropyrido[2,3-d]pyrimidine-6-carbonitrile